benzoyl-valerolactam C(C1=CC=CC=C1)(=O)C1C(=O)NCCC1